N-(6-Bromo-3,4-dihydro-2H-1-benzopyran-4-yl)-1,4-dihydro-2,4-dioxo-3(2H)-quinazolineacetamide BrC=1C=CC2=C(C(CCO2)NC(CN2C(NC3=CC=CC=C3C2=O)=O)=O)C1